ClC1=C(C=C(C=C1)NC1=CC(=CC2=C1OCCCC2C2=CC=CC=C2)C2=C(C=CC(=C2)C)C2=NN=NN2)F N-(4-chloro-3-fluorophenyl)-7-(5-methyl-2-(1H-tetrazol-5-yl)phenyl)-5-phenyl-2,3,4,5-tetrahydrobenzo[b]oxepin-9-amine